4-(3-chlorophenyl)-1-naphthalenal ClC=1C=C(C=CC1)C1=CC=C(C2=CC=CC=C12)C=O